3-(8-amino-6-(trifluoromethyl)imidazo[1,2-a]pyrazin-3-yl)-N-(2-hydroxy-2-methylpropyl)-4-(trifluoromethyl)benzenesulfonamide NC=1C=2N(C=C(N1)C(F)(F)F)C(=CN2)C=2C=C(C=CC2C(F)(F)F)S(=O)(=O)NCC(C)(C)O